NC1=NC=NN2C1=C(C=C2C2=NN(C=C2)C(C)C)C2=CC(=C(C=C2)NC(OC(C)(C)C)=O)OC tert-Butyl (4-(4-amino-7-(1-isopropyl-1H-pyrazol-3-yl)pyrrolo[2,1-F][1,2,4]triazin-5-yl)-2-methoxyphenyl)carbamate